4-(2-hydroxyphenyl)but-3-en-2-one OC1=C(C=CC=C1)C=CC(C)=O